carbonylruthenium(II) chloride C(=O)=[Ru+]Cl